COC1=C2C=CN=C(C2=C(C=C1)C)N(C(C1=NC=C(C=C1)C=1SC(=NN1)C)=O)[C@H]1CNCCC1 (R)-N-(5-methoxy-8-methylisoquinolin-1-yl)-5-(5-methyl-1,3,4-thiadiazol-2-yl)-N-(piperidin-3-yl)picolinamide